S1C=CC2=C1C=CC(=C2)NC2=C(C(=O)N)C=C(C(=C2F)F)/C=N/NS(=O)(=O)C2=CC=C(C=C2)C 2-(1-benzothien-5-ylamino)-3,4-difluoro-5-[(E)-[(4-methylphenyl)sulfonyl-hydrazono]methyl]benzamide